3-(7-Cyclopropyl-1,4-dimethyl-1H-benzotriazol-5-yl)-3-(7-{[(2R,5S)-2-ethyl-5-methyl-2,3-dihydropyrido[2,3-f][1,4]oxazepin-4(5H)-yl]methyl}-2,3-dihydro-1-benzofuran-5-yl)propanoic acid C1(CC1)C1=CC(=C(C2=C1N(N=N2)C)C)C(CC(=O)O)C=2C=C(C1=C(CCO1)C2)CN2C[C@H](OC1=C([C@@H]2C)N=CC=C1)CC